O1CCN(CC1)C1=NC(=C2C=CC=NC2=C1)OC1CCC(CC1)NC1=NC=CC(=N1)C(F)(F)F N-((1s,4s)-4-((7-morpholino-1,6-naphthyridin-5-yl)oxy)cyclohexyl)-4-(trifluoromethyl)pyrimidin-2-amine